3-(5-(((1-(3-(2,3-dichlorophenyl)-1H-pyrazolo[3,4-b]pyrazin-6-yl)-4-methylpiperidin-4-yl)amino)methyl)-6-fluoro-1-oxoisoindolin-2-yl)piperidine-2,6-dione ClC1=C(C=CC=C1Cl)C1=NNC2=NC(=CN=C21)N2CCC(CC2)(C)NCC=2C=C1CN(C(C1=CC2F)=O)C2C(NC(CC2)=O)=O